tert-butyl (6-carbamoyl-1-(tetrahydro-2H-pyran-2-yl)-1H-indazol-4-yl)carbamate C(N)(=O)C1=CC(=C2C=NN(C2=C1)C1OCCCC1)NC(OC(C)(C)C)=O